di-tert-amyl-butyl-phosphine 1,3-dihydroxypropan-2-yl-(E)-hexadeca-10,15-dienoate OCC(CO)OC(CCCCCCCC\C=C\CCCC=C)=O.C(C)(C)(CC)P(CCCC)C(C)(C)CC